(1R,2S)-2-(3-{4-[3-(dimethylamino)oxetan-3-yl]-2-methoxyanilino}-1H-indazol-6-yl)-5'-methoxyspiro[cyclopropane-1,3'-indol]-2'(1'H)-one CN(C1(COC1)C1=CC(=C(NC2=NNC3=CC(=CC=C23)[C@@H]2C[C@@]23C(NC2=CC=C(C=C32)OC)=O)C=C1)OC)C